C(C1=CC=CC=C1)OC(=O)N1C(CCCCCC1)=O 2-oxo-azacyclooctane-1-carboxylic acid benzyl ester